1-[(2R,4S)-4-[4-Amino-3-[2-(6-chloro-1-ethyl-1,3-benzodiazol-5-yl)ethynyl]pyrazolo[3,4-d]pyrimidin-1-yl]-2-[(2H3)methoxymethyl]pyrrolidin-1-yl]prop-2-en-1-one NC1=C2C(=NC=N1)N(N=C2C#CC2=CC1=C(N(C=N1)CC)C=C2Cl)[C@H]2C[C@@H](N(C2)C(C=C)=O)COC([2H])([2H])[2H]